(2s,4r)-1-(tert-butanecarbonyl)-4-hydroxypyrrolidine-2-carboxylic acid C(C)(C)(C)C(=O)N1[C@@H](C[C@H](C1)O)C(=O)O